(S)-8,9-difluoroDifluorodifluoro-1-(methylamino)-1,5-dihydro-2H-pyrano[3,4-c]isoquinoline-4,6-dione hydrochloride salt Cl.FC=1C(=C(C=2C3=C(NC(C2C1F)=O)C(OC([C@H]3NC)(F)F)=O)F)F